OC1=C(C=CC(=C1)C=1C=NNC1)C1=CC=C(N=N1)N(C1CC(N(C(C1)(C)C)C(CC)=O)(C)C)C 1-(4-((6-(2-hydroxy-4-(1H-pyrazol-4-yl)phenyl)pyridazin-3-yl)(methyl)amino)-2,2,6,6-tetramethylpiperidin-1-yl)propan-1-one